3-((3-exo)-3-(7-((5-methyl-1H-pyrazol-3-yl)amino)-1,6-naphthyridine-5-carbonyl)-8-azabicyclo[3.2.1]oct-8-yl)propionitrile CC1=CC(=NN1)NC=1N=C(C=2C=CC=NC2C1)C(=O)C1CC2CCC(C1)N2CCC#N